7-(4-(diphenylamino)phenyl)pyrazolo[1,5-a]pyrimidine-3-carbonitrile C1(=CC=CC=C1)N(C1=CC=C(C=C1)C1=CC=NC=2N1N=CC2C#N)C2=CC=CC=C2